FC1=C(C=C(CC=2NC(=NN2)C(=O)N)C=C1)OC 5-(4-fluoro-3-methoxybenzyl)-4H-1,2,4-triazole-3-carboxamide